1-(Dimethoxyphosphoryl)-ethyl(2,4-dichlorophenoxy)acetate COP(=O)(OC)C(C)C(C(=O)[O-])OC1=C(C=C(C=C1)Cl)Cl